C1(CCCCC1)C(=O)OC[C@]1(O[C@H]([C@@H]2OC(O[C@@H]21)(C)C)C2=CC=C1C(=NC=NN12)N)C#N ((3aS,4R,6S,6aS)-6-(4-aminopyrrolo[2,1-f][1,2,4]triazin-7-yl)-4-cyano-2,2-dimethyltetrahydrofuro[3,4-d][1,3]dioxol-4-yl)methyl cyclohexanecarboxylate